C(C)S(=O)(=O)C=1N=C2N(N1)C(CC2)C2=CC=CC=C2 2-Ethylsulfonyl-5-phenyl-6,7-dihydro-5H-pyrrolo[1,2-b][1,2,4]triazole